N-ethylidene-2-methyl-propane-2-sulfinamide C(C)=NS(=O)C(C)(C)C